BrCCC[Si]12OCCN(CCO1)CCO2 1-(3-bromopropyl)-2,8,9-trioxa-5-aza-1-silabicyclo[3.3.3]undecane